CN1C(NC2=C1C(=NC=C2)N2CCN(CC2)C(=O)OC(C)(C)C)=O tert-butyl 4-(3-methyl-2-oxo-1H-imidazo[4,5-c]pyridin-4-yl)piperazine-1-carboxylate